C1(CC1)[C@@]1(NC(NC1=O)=O)CCC(=O)N1CC2=CC=C(C=C2C1)C(=O)O (S)-2-(3-(4-cyclopropyl-2,5-dioxoimidazolidin-4-yl)propanoyl)isoindoline-5-carboxylic acid